N-(5-chlorothiazol-2-yl)-2-(3,4-dicyanophenyl)-2-(3,3-difluorocyclopentyl)acetamide ClC1=CN=C(S1)NC(C(C1CC(CC1)(F)F)C1=CC(=C(C=C1)C#N)C#N)=O